tetrapyridylphenylporphyrin N1=C(C=CC=C1)C=1C2=C(C3=C(C(=C(N3C3=NC=CC=C3)C=C3C=CC(C=C4C=CC(=CC(C1)=N2)N4)=N3)C3=CC=CC=C3)C3=NC=CC=C3)C3=NC=CC=C3